C1(CC1)C1=C(C(=NC=N1)C#N)C1=NC=C2C(=N1)N(N=C2)CC2=CC=C(C=C2)C=2N(C=C(N2)C(F)(F)F)C 6-cyclopropyl-5-(1-(4-(1-methyl-4-(trifluoromethyl)-1H-imidazol-2-yl)benzyl)-1H-pyrazolo[3,4-d]pyrimidin-6-yl)pyrimidine-4-carbonitrile